N1CC(C1)NC1=CC(=C(C(=C1)F)C1N(C(CC=2C3=CC(=CC=C3NC12)F)C)CC(CO[Si](C1=CC=CC=C1)(C1=CC=CC=C1)C(C)(C)C)(F)F)F azetidin-3-yl-(4-{2-[3-(tert-butyl-diphenyl-silyloxy)-2,2-difluoro-propyl]-6-fluoro-3-methyl-2,3,4,9-tetrahydro-1H-β-carbolin-1-yl}-3,5-difluoro-phenyl)-amine